(perfluoro-1-octyloxy)tin FC(C(C(C(C(C(C(C(F)(F)F)(F)F)(F)F)(F)F)(F)F)(F)F)(F)F)(O[Sn])F